OCCC12CCC(CC1)(CC2)NC(OC(C)(C)C)=O tert-butyl (4-(2-hydroxyethyl)bicyclo[2.2.2]octan-1-yl)carbamate